(S)-7-Isopropyl-4-(3-methoxypropoxy)-11-oxo-2,6,7,11-tetrahydro-1H-furo[2,3-h]pyrido[2,1-a]isoquinoline-10-carboxylic Acid C(C)(C)[C@H]1N2C(C=3C4=C(C(=CC3C1)OCCCOC)OCC4)=CC(C(=C2)C(=O)O)=O